C(#N)\C(\C(=O)NC(OCC)=O)=N/NC1=CC(=C(C(=C1)C)CC1=CC=C2C(=N1)C(=CN2S(=O)(=O)C2=CC=C(C=C2)C)C(C)C)C ethyl N-[(2E)-2-cyano-2-[[4-[[3-isopropyl-1-(p-tolylsulfonyl)pyrrolo[3,2-b]pyridin-5-yl]methyl]-3,5-dimethyl-phenyl]hydrazono]-acetyl]carbamate